CC1=CC(=CC(=N1)C#N)B1OC(C(O1)(C)C)(C)C 6-methyl-4-(4,4,5,5-tetramethyl-1,3,2-dioxaborolan-2-yl)pyridine-2-carbonitrile